1-laurylpropanediol C(CCCCCCCCCCC)C(CC)(O)O